OC(C=O)CCCC hydroxy-hexanal